1-([1,1'-biphenyl]-4-yl)-N1-(4-(6-([1,1'-biphenyl]-4-yl(4-(diphenylamino)phenyl)amino)-1,3,3-trimethyl-2,3-dihydro-1H-inden-1-yl)phenyl)-N4,N4-diphenylbenzene-1,4-diamine C1(=CC=C(C=C1)C1(CC=C(C=C1)N(C1=CC=CC=C1)C1=CC=CC=C1)NC1=CC=C(C=C1)C1(CC(C2=CC=C(C=C12)N(C1=CC=C(C=C1)N(C1=CC=CC=C1)C1=CC=CC=C1)C1=CC=C(C=C1)C1=CC=CC=C1)(C)C)C)C1=CC=CC=C1